CC/C=C\\CC(CC(=O)OC(CC(=O)[O-])C[N+](C)(C)C)O The molecule is an O-acylcarnitine having 3-hydroxy-cis-5-octenoyl as the acyl substituent. It has a role as a metabolite. It is a carboxylic ester, an ammonium betaine and an O-(hydroxyoctenoyl)carnitine. It derives from a carnitine.